FC(OC1=CC=C(C=C1)C=1C=C(C(N(N1)C=1C=NC=CC1)=O)C(=O)N[C@@H](C)[C@H](C)O)F 6-[4-(Difluoromethoxy)phenyl]-N-[(2S,3S)-3-hydroxybutan-2-yl]-3-oxo-2-(pyridin-3-yl)-2,3-dihydropyridazine-4-carboxamide